C(C)C1=C(C=CC(=C1)CC)O L-2,4-diethylphenol